iron trismethionate S(=O)(=O)([O-])CS(=O)(=O)[O-].S(=O)(=O)([O-])CS(=O)(=O)[O-].S(=O)(=O)([O-])CS(=O)(=O)[O-].[Fe+6]